4-phenyl-2,3-dihydrobenzofuro[7,6-d]isoxazol-8-amine C1(=CC=CC=C1)C1=CC2=C(C(=NO2)N)C2=C1CCO2